3-(benzyl(methyl)amino)-2-((tert-butoxycarbonyl)amino)propanoate C(C1=CC=CC=C1)N(CC(C(=O)[O-])NC(=O)OC(C)(C)C)C